4'-(2-(2-(piperidin-4-yl)phenyl)pyrrolidin-1-yl)-2',3',4',5'-tetrahydro-[1,1'-biphenyl]-4-carboxamide N1CCC(CC1)C1=C(C=CC=C1)C1N(CCC1)C1CCC(=CC1)C1=CC=C(C=C1)C(=O)N